NC1=NC(=C(C=2N1C(N(N2)CC2=NC=C(C=C2)Cl)=O)C2=CC(=NC(=C2)OC)CO)C2=CC=C(C=C2)F 5-amino-2-[(5-chloro-2-pyridinyl)methyl]-7-(4-fluorophenyl)-8-[2-(hydroxymethyl)-6-methoxy-4-pyridinyl]-[1,2,4]triazolo[4,3-c]pyrimidin-3-one